COC1=CC=2N=CN=C(C2N=C1C1CCN(CC1)C(=O)OC(C)(C)C)NC1=CC(=C(C=C1)OC1=CC2=C(N(C=N2)C)C=C1)C tert-butyl 4-(7-methoxy-4-((3-methyl-4-((1-methyl-1H-benzo[d]imidazol-5-yl)oxy)phenyl)amino)pyrido[3,2-d]pyrimidin-6-yl)piperidine-1-carboxylate